S1C=NC2=C1C(=CC=C2)C(=O)[2H] benzo[d]thiazol-7-carbaldehyde-d